4-((4-nitrobenzyl)sulfonyl)benzoate [N+](=O)([O-])C1=CC=C(CS(=O)(=O)C2=CC=C(C(=O)[O-])C=C2)C=C1